C1=2C=C(C=CC2CC1)C1CC(C1)NC 3-(bicyclo[4.2.0]oct-1(6),2,4-trien-3-yl)-N-methylcyclobutan-1-amine